2-(3-Aminomethyl-phenyl)-5-trifluoromethyl-2H-pyrazole-3-carboxylic acid {3-[biphenyl-4-yl-(cyclopropylmethyl-amino)-methyl]phenyl}-amide C1(=CC=C(C=C1)C(C=1C=C(C=CC1)NC(=O)C=1N(N=C(C1)C(F)(F)F)C1=CC(=CC=C1)CN)NCC1CC1)C1=CC=CC=C1